N-(2-methylphenyl)benzenesulfonamide CC1=C(C=CC=C1)NS(=O)(=O)C1=CC=CC=C1